acetic acid tert.Butyl ester C(C)(C)(C)OC(C)=O